C(C1=CC=CC=C1)OC1=CC=CC(=N1)NC(=O)[C@H]1N(C[C@@H](C1)F)C(CN1N=C(C2=CC(=CC=C12)C1=CN=NC=C1)C(=O)N)=O 1-(2-((2S,4R)-2-(6-(benzyloxy)pyridin-2-ylcarbamoyl)-4-fluoropyrrolidin-1-yl)-2-oxoethyl)-5-(pyridazin-4-yl)-1H-indazole-3-carboxamide